BrC=1C(=NC(=C(C1O)C)C)O 3-bromo-5,6-dimethyl-pyridine-2,4-diol